C1(CCCC1)OC1=CC(N(C=C1C=1C=NN(C1)C(C)C1=CC=CC=C1)C)=O 4-(cyclopentyloxy)-1-methyl-5-(1-(1-phenylethyl)-1H-pyrazol-4-yl)pyridin-2(1H)-one